tert-butyl N-[1-(azetidin-3-yl)cyclopropyl]carbamate N1CC(C1)C1(CC1)NC(OC(C)(C)C)=O